1,3,6-triaminonaphthalene NC1=CC(=CC2=CC(=CC=C12)N)N